10-(3-(2-oxa-6-azaspiro[3.3]heptan-6-yl)propyl)-3,7-dibromo-8-methyl-10H-benzo[b]pyrido[2,3-e][1,4]oxazine C1OCC12CN(C2)CCCN2C1=C(OC3=C2N=CC(=C3)Br)C=C(C(=C1)C)Br